C(CC(=O)C)(=O)N1CCCC1 1-acetoacetylpyrrolidine